N-(5-(5-ethyl-6-fluoro-7-(methylthio)-1H-indazol-4-yl)thiazolo[5,4-b]pyridin-2-yl)-2-fluorocyclopropane-1-carboxamide C(C)C=1C(=C2C=NNC2=C(C1F)SC)C1=CC=C2C(=N1)SC(=N2)NC(=O)C2C(C2)F